2-(4-(2-((3-(Bis(2-hydroxydecyl)amino)butyl)disulfaneyl)ethyl)piperazin-1-yl)ethyl 4-(bis(2-hydroxytetradecyl)amino)butanoate OC(CN(CCCC(=O)OCCN1CCN(CC1)CCSSCCC(C)N(CC(CCCCCCCC)O)CC(CCCCCCCC)O)CC(CCCCCCCCCCCC)O)CCCCCCCCCCCC